N[C@@H]([C@H](O)C)C(=O)O.C(C)N1CN(C=C1)C 1-ethyl-3-methylimidazole threonine salt